2-(2-chloro-4-methylsulfanyl-phenyl)-4,4,5,5-tetramethyl-1,3,2-dioxaborolane ClC1=C(C=CC(=C1)SC)B1OC(C(O1)(C)C)(C)C